C(C)OC(C=1C(C(=O)[O-])=CC=CC1)=O ethyl-phthalat